[N+](=O)([O-])C1=C(C=CC=C1[N+](=O)[O-])O 2,3-dinitrophenol